N-(5-chloro-6-(2H-1,2,3-triazol-2-yl)pyridin-3-yl)-5-cyclopropyl-1-(2-oxo-1,2-dihydropyrrolo[4,3,2-ij]isoquinolin-6-yl)-1H-pyrazole-4-carboxamide ClC=1C=C(C=NC1N1N=CC=N1)NC(=O)C=1C=NN(C1C1CC1)C1=CN=C2C3=C(C=CC=C13)C(N2)=O